1-(4-((4-((4-((5-amino-1-(3-methylthiophene-2-carbonyl)-1H-1,2,4-triazol-3-yl)amino)phenyl)sulfonyl)piperazin-1-yl)methyl)phenyl)dihydropyrimidine-2,4(1H,3H)-dione NC1=NC(=NN1C(=O)C=1SC=CC1C)NC1=CC=C(C=C1)S(=O)(=O)N1CCN(CC1)CC1=CC=C(C=C1)N1C(NC(CC1)=O)=O